C1(CC1)C(=O)NC1=NC=CC(=C1)N1C=CC2=C(C=CC=C12)NC(C1=CN=C(C=C1)C)=O N-(1-(2-(Cyclopropancarboxamido)pyridin-4-yl)-1H-indol-4-yl)-6-methylnicotinamid